2-isopropyl-N-(1-(3,4,5-trimethoxyphenyl)-1H-imidazol-4-yl)-6,7-dihydrofuro[3,2-d]pyrimidin-4-amine C(C)(C)C=1N=C(C2=C(N1)CCO2)NC=2N=CN(C2)C2=CC(=C(C(=C2)OC)OC)OC